CC1=CC=C(C=C1)S(=O)(=O)OCCOCCOCCOCCOCC=O 14-oxo-3,6,9,12-tetraoxatetradecyl 4-methylbenzenesulfonate